3-[[(2S,6R)-4-[3-fluoro-5-isobutyl-2-(2H-tetrazol-5-yl)-phenyl]-2,6-dimeth-yl-piperazin-1-yl]-methyl]pyridazine FC=1C(=C(C=C(C1)CC(C)C)N1C[C@@H](N([C@@H](C1)C)CC=1N=NC=CC1)C)C=1N=NNN1